4-chloro-1-hydroxy-1,3-dihydrobenzo[c][1,2]oxaborole-6-carboxylic acid ClC1=CC(=CC=2B(OCC21)O)C(=O)O